(3R,4R) and (3S,4S)-4-(2-amino-6-methylquinazolin-7-yl)-3-fluoropiperidine-1-carboxylic acid tert-butyl ester C(C)(C)(C)OC(=O)N1C[C@@H]([C@H](CC1)C1=C(C=C2C=NC(=NC2=C1)N)C)F |r|